CC1=CC=CC(=N1)C1=C(N=CN1)C=1C=C2C(=CC=NC2=CC1)C(=O)O 6-[5-(6-methyl-2-pyridyl)-1H-imidazol-4-yl]quinoline-4-carboxylic acid